3-hydroxy-1-oxo-2,3-dihydro-1H-isoindole OC1NC(C2=CC=CC=C12)=O